N-(4-(5-amino-1-(cyclopent-1-en-1-yl)imidazo[1,5-c]pyrimidin-3-yl)benzyl)-5-fluoro-2-methoxybenzamide NC1=NC=CC=2N1C(=NC2C2=CCCC2)C2=CC=C(CNC(C1=C(C=CC(=C1)F)OC)=O)C=C2